bis(cyclopentadienyl)-bis-phenyl-titanium C1(C=CC=C1)[Ti](C1=CC=CC=C1)(C1=CC=CC=C1)C1C=CC=C1